O1NOC2=C1C=CC(=C2)C(C(=O)NC2=CC=CC=C2)(F)F 2-(benzo[1,3]dioxazol-5-yl)-2,2-difluoro-N-phenylacetamide